4-oxo-8-(4,4,5,5-tetramethyl-1,3,2-dioxaborolan-2-yl)pyrido[1,2-a]pyrimidine-3-carbaldehyde O=C1C(=CN=C2N1C=CC(=C2)B2OC(C(O2)(C)C)(C)C)C=O